FC1=C2N=CN=C3C2=C(OC(C2C4CCC(CN32)N4C(=O)[O-])C)N=C1 1-fluoro-5-methyl-5a,6,7,8,9,10-hexahydro-5H-4-oxa-3,10a,11,13,14-pentaaza-6,9-methanonaphtho[1,8-ab]heptalene-14-carboxylate